CN1C(=NC(=C1)C[C@@H](C(=O)N[C@H](C(=O)O)CCC(C)(C)C)NC(CC)=O)C (2S)-2-[(2S)-3-(1,2-dimethyl-1H-imidazol-4-yl)-2-(N-methylacetylamino)propionylamino]-5,5-dimethylhexanoic acid